1H-[1,2,4]TRIAZOLO[1,5-A]PYRIDIN-4-IUM N1C=N[N+]2=C1C=CC=C2